5-(8-fluoro-6-hydroxy-2-{1-[(1,3,5-trimethyl-1H-pyrazol-4-yl)methyl]piperidin-4-yl}-1,2,3,4-tetrahydroisoquinolin-7-yl)-1λ6,2,5-thiadiazolidine-1,1,3-trione FC=1C(=C(C=C2CCN(CC12)C1CCN(CC1)CC=1C(=NN(C1C)C)C)O)N1CC(NS1(=O)=O)=O